C(C)N1CCN(CC1)C1=CC=C(C=C1)NC(=O)C=1N=CNC1 N-[4-(4-ethylpiperazin-1-yl)phenyl]-1H-imidazole-4-carboxamide